CSC(C(=O)N1C(CCCC1)C(=O)OCC(C1=CC=C(C=C1)C)=O)C 2-oxo-2-(p-tolyl)ethyl 1-(2-(methylthio)propanoyl)piperidine-2-carboxylate